ethylene glycol ammonium naphthalenedisulfonate C=1(C(=CC=C2C=CC=CC12)S(=O)(=O)[O-])S(=O)(=O)[O-].[NH4+].C(CO)O.[NH4+]